1,4-bis(2-methyl-1H-imidazol-1-yl)butane ethyl-2-(2-((5-(3-(aminomethyl)phenyl)-2-methylbenzo[1,2-b:3,4-b']difuran-3-yl)methoxy)phenyl)acetate C(C)OC(CC1=C(C=CC=C1)OCC=1C2=C(OC1C)C1=C(OC=C1)C(=C2)C2=CC(=CC=C2)CN)=O.CC=2N(C=CN2)CCCCN2C(=NC=C2)C